3-amino-1-(4,4-difluorocyclohexyl)-1H-pyrazole-5-carbonitrile NC1=NN(C(=C1)C#N)C1CCC(CC1)(F)F